1,4,7-triazacyclotetradecane N1CCNCCNCCCCCCC1